2-[4-(3S)-3-piperidinylphenyl]-2H-Indazole-7-carboxamide N1C[C@@H](CCC1)C1=CC=C(C=C1)N1N=C2C(=CC=CC2=C1)C(=O)N